C1(=C(C(=CC(=C1)C)C)S(=O)(=O)O/N=C(\C)/OCC)C ethyl (E)-N-((mesitylsulfonyl)oxy)acetimidate